S1C2=C(C(=C1)CCC1(CN(CC1)CC=1C=NC=CC1)COCC)C=CC=C2 3-((3-(2-(benzo[b]thiophen-3-yl)ethyl)-3-(ethoxymethyl)pyrrolidin-1-yl)methyl)pyridine